tert-butyl-4-(5-carbamoyl-4-((2-(methylsulfonyl)phenyl)amino)pyrimidin-2-yl)-1,4-diazepane C(C)(C)(C)N1CCN(CCC1)C1=NC=C(C(=N1)NC1=C(C=CC=C1)S(=O)(=O)C)C(N)=O